3-chloro-4-(2-phenylpropylamino)-N-(1,2,4-thiadiazol-5-yl)benzenesulfonamide ClC=1C=C(C=CC1NCC(C)C1=CC=CC=C1)S(=O)(=O)NC1=NC=NS1